tert-butyl ((1S,3R)-3-(6-chloro-2-(pyridin-2-yl)-3H-imidazo[4,5-c]pyridin-3-yl)cyclohexyl)carbamate ClC1=CC2=C(C=N1)N(C(=N2)C2=NC=CC=C2)[C@H]2C[C@H](CCC2)NC(OC(C)(C)C)=O